O1CCC(CC1)N1C(=NC2=C1C=CC(=C2)C(=O)O)NC=2SC1=C(N2)C=CC(=C1)OC(F)(F)F 1-(tetrahydro-2H-pyran-4-yl)-2-((6-(trifluoro-methoxy)benzo[d]-thiazol-2-yl)amino)-1H-benzo[d]imidazole-5-carboxylic acid